ClC=1C=CC2=C(C=C(O2)C2=CN=CC3=C2SCCN3S(=O)(=O)C3CN(C3)C3COC3)C1 8-(5-Chlorobenzofuran-2-yl)-4-((1-(oxetan-3-yl)azetidin-3-yl)sulfonyl)-3,4-dihydro-2H-pyrido[4,3-b][1,4]thiazine